C(C1=CC=CC=C1)OC(=O)NCCC(=O)N1[C@@H](CCC1)C1CCN(CC1)C1CC2(C1)CN(CC2)C(=O)OCC Ethyl 2-{4-[(2S)-1-{N-[(benzyloxy)carbonyl]-β-alanyl}pyrrolidin-2-yl]piperidin-1-yl}-6-azaspiro[3.4]octane-6-carboxylate